CC1=CC=CC(=N1)C1=NC=CC(=N1)NC1=NC(=NC=C1)NC1=CC=C(C=C1)N1C[C@H](NCC1)C |r| N4-[2-(6-methyl-2-pyridyl)pyrimidin-4-yl]-N2-[4-[rac-(3R)-3-methylpiperazin-1-yl]phenyl]pyrimidine-2,4-diamine